ethyl 2-(4-(4-methylthiazol-5-yl)cyclohexyl)acetate CC=1N=CSC1C1CCC(CC1)CC(=O)OCC